cresole C1(=CC=CC=C1O)C